5-(6-chloro-1-((2-(trimethylsilyl)ethoxy)methyl)-1H-pyrrolo[2,3-b]pyridin-3-yl)-N,6-dimethylpyridin-2-amine ClC1=CC=C2C(=N1)N(C=C2C=2C=CC(=NC2C)NC)COCC[Si](C)(C)C